1-(1-(3-((1R,2R)-2-hydroxycyclobutoxy)-1H-pyrazolo[3,4-b]pyridin-5-yl)piperidin-4-yl)-1-methyl-3-(1-methyl-2-oxo-5-(trifluoromethyl)-1,2-dihydropyridin-3-yl)urea O[C@H]1[C@@H](CC1)OC1=NNC2=NC=C(C=C21)N2CCC(CC2)N(C(=O)NC=2C(N(C=C(C2)C(F)(F)F)C)=O)C